methyl 5-chloro-2,2'-dioxo-spiro[1H-pyrrolo[3,2-b]pyridine-3,5'-cyclohexane]-1'-carboxylate ClC1=CC=C2C(=N1)C1(CCC(C(C1)C(=O)OC)=O)C(N2)=O